NCCN1C(=NC(=C1C=O)C=1C(=NC=CC1)OC(F)F)C 1-(2-aminoethyl)-4-[2-(difluoromethoxy)pyridin-3-yl]-2-methyl-1H-imidazole-5-carbaldehyde